FCC=1C=C(C=C(C1)CF)CC(=O)O 3,5-difluoromethylphenylacetic acid